tert-butyl 4-({4-[4-(1,1-dioxo-1λ6-thiomorpholin-4-yl)-7-{[2-(trimethylsilyl)ethoxy]methyl}-7H-pyrrolo[2,3-d]pyrimidin-6-yl]phenyl} carbamoyl)-4-hydroxypiperidine-1-carboxylate O=S1(CCN(CC1)C=1C2=C(N=CN1)N(C(=C2)C2=CC=C(C=C2)NC(=O)C2(CCN(CC2)C(=O)OC(C)(C)C)O)COCC[Si](C)(C)C)=O